(1-((1s,4s)-2-oxabicyclo[2.1.1]hexan-1-ylmethyl)-1H-pyrazol-4-yl)-8-chloro-7-((2-methyl-1H-benzo[d]imidazol-6-yl)oxy)quinoxaline C12(OCC(C1)C2)CN2N=CC(=C2)C2=NC1=C(C(=CC=C1N=C2)OC=2C=CC1=C(NC(=N1)C)C2)Cl